[C@H]12CNC[C@@H]2C1NC(=O)C1=C(C=C(C=C1)NC(=O)C=1N(C(=CN1)Br)C)Cl N-[4-[[(1S,5R)-3-azabicyclo[3.1.0]hexan-6-yl]carbamoyl]-3-chloro-phenyl]-5-bromo-1-methyl-imidazole-2-carboxamide